6-(3-amino-6-(4-((1R,5S)-3-(2-fluoroethyl)-3-azabicyclo[3.1.0]hexan-1-yl)phenyl)pyrazin-2-yl)-3,4-dihydroisoquinolin-1(2H)-one NC=1C(=NC(=CN1)C1=CC=C(C=C1)[C@@]12CN(C[C@H]2C1)CCF)C=1C=C2CCNC(C2=CC1)=O